NC=1C2=C(N=CN1)N(C(=C2C=2C=NC(=NC2)C(F)(F)F)C#N)C(C)C=2N=NN(C2)C2=C(C=C(C=C2)F)F 4-Amino-7-{1-[1-(2,4-difluorophenyl)-1H-1,2,3-triazol-4-yl]ethyl}-5-[2-(trifluoromethyl)pyrimidin-5-yl]-7H-pyrrolo[2,3-d]pyrimidine-6-carbonitrile